OCCCNCCCN hydroxypropyl-1,3-propylenediamine